1-[5-(5-fluoro-2-methylpyridin-4-yl)-1H-pyrazole-3-carbonyl]piperidine-4-carboxylic acid FC=1C(=CC(=NC1)C)C1=CC(=NN1)C(=O)N1CCC(CC1)C(=O)O